2-{[(tert-butoxycarbonyl)amino]methyl}benzoic acid C(C)(C)(C)OC(=O)NCC1=C(C(=O)O)C=CC=C1